lithium 2-(1-(tert-butoxycarbonyl)-3-hydroxypiperidin-4-yl)benzo[d]thiazole-6-carboxylate C(C)(C)(C)OC(=O)N1CC(C(CC1)C=1SC2=C(N1)C=CC(=C2)C(=O)[O-])O.[Li+]